(E)-1-ethyl-2,5-dimethoxy-4-(2-nitrobut-1-en-1-yl)benzene C(C)C1=C(C=C(C(=C1)OC)\C=C(/CC)\[N+](=O)[O-])OC